tert-butyl (S)-(3-(4-chlorophenyl)-1-((5-methyl-1-(pyridin-4-yl)-1H-pyrazol-4-yl)amino)-1-oxopropan-2-yl)carbamate ClC1=CC=C(C=C1)C[C@@H](C(=O)NC=1C=NN(C1C)C1=CC=NC=C1)NC(OC(C)(C)C)=O